N=1N=CN2C=NC(=CC21)OC2=C(C=C(C=C2)NC2=NC=NC1=CC=C(C=C21)NC(=O)NC2=NOC(=C2)C)C 1-(4-((4-([1,2,4]triazolo[4,3-c]pyrimidin-7-yloxy)-3-methylphenyl)amino)quinazolin-6-yl)-3-(5-methylisoxazol-3-yl)urea